benzyl (R)-4-(4-((1-(3-(difluoromethyl)-2-fluorophenyl)ethyl)amino)-7-hydrazineyl-2-methylpyrido[2,3-d]pyrimidin-6-yl)piperidine-1-carboxylate FC(C=1C(=C(C=CC1)[C@@H](C)NC=1C2=C(N=C(N1)C)N=C(C(=C2)C2CCN(CC2)C(=O)OCC2=CC=CC=C2)NN)F)F